(R)-N-(1-(8-((2-fluoro-3-methyl-4-((1-methyl-1H-benzo[d][1,2,3]triazol-5-yl)oxy)phenyl)amino)pyrimido[5,4-d]pyrimidin-2-yl)piperidin-3-yl)acrylamide FC1=C(C=CC(=C1C)OC1=CC2=C(N(N=N2)C)C=C1)NC1=NC=NC2=C1N=C(N=C2)N2C[C@@H](CCC2)NC(C=C)=O